N-(4-bromopyridin-2-yl)-3-(4-hydroxypiperidin-1-yl)propionamide BrC1=CC(=NC=C1)NC(CCN1CCC(CC1)O)=O